C(C)(=O)N1CCC2(CC(C(N2)=O)CC(C(=O)OC)NC(=O)OC(C)(C)C)CC1 methyl 3-(8-acetyl-2-oxo-1,8-diazaspiro[4.5]decan-3-yl)-2-((tert-butoxycarbonyl)amino)propanoate